Cl.ClCC=1N=C2N(C(=CC=C2)OC)C1 (chloromethyl)-5-methoxyimidazo[1,2-a]pyridine hydrochloride